COC(=O)C=1NN=C(C1)C=O 5-FORMYL-2H-PYRAZOLE-3-CARBOXYLIC ACID METHYL ESTER